6-amino-7-(2-chloro-5-fluorophenyl)-7-hydroxy-3-methyl-1,2,3,7,8,9-hexahydro[1,4]oxazino[3,2-E]isoindole-2,9-dione NC=1C=C2C(=C3C(NC(C13)(O)C1=C(C=CC(=C1)F)Cl)=O)NC(C(O2)C)=O